ClC1=CC=C(OCC(=O)N2CCC3(CN(C(O3)=O)CCOC3=CC=C(C=C3)Cl)CC2)C=C1 8-(2-(4-chlorophenoxy)acetyl)-3-(2-(4-chlorophenoxy)ethyl)-1-oxa-3,8-diazaspiro[4.5]decan-2-one